β-hydroxyethyldiethylammonium OCC[NH+](CC)CC